Sodium (2S,5R)-7-oxo-2-(2,2,2-trifluoroethyl)-1,6-diazabicyclo[3.2.1]octan-6-yl sulfate S(=O)(=O)(ON1[C@@H]2CC[C@H](N(C1=O)C2)CC(F)(F)F)[O-].[Na+]